FC(OC[C@@H](C1=CC(=CC=C1)OC(F)(F)F)NC(CC(C(C)(C)C)=O)=O)F N-[(1R)-2-(Difluoromethoxy)-1-[3-(trifluoromethoxy)phenyl]ethyl]-4,4-dimethyl-3-oxo-pentanamide